NC/C(/COC1=CC=C(C=C1)S(=O)(=O)CC1CN(CC1)C(C(C)C)=O)=C\F (E)-1-(3-(((4-((2-(aminomethyl)-3-fluoroallyl)oxy)phenyl)sulfonyl)methyl)pyrrolidin-1-yl)-2-methylpropan-1-one